ClC1=CC=C(C=C1)C1=NN=C(O1)[C@@H]1CC[C@H](CO1)NC(COC=1C=NC(=CC1)Cl)=O N-[(3R,6S)-6-[5-(4-chlorophenyl)-1,3,4-oxadiazol-2-yl]oxan-3-yl]-2-[(6-chloropyridin-3-yl)oxy]acetamide